ethylidene-phenylacetaldehyde C(C)=C(C=O)C1=CC=CC=C1